N-[3-amino-4-(2-chloro-5-fluorophenoxy)-7-[(methylamino)methyl]-1-(oxan-2-yl)indazol-5-yl]-3-fluoro-5-(trifluoromethyl)benzamide NC1=NN(C2=C(C=C(C(=C12)OC1=C(C=CC(=C1)F)Cl)NC(C1=CC(=CC(=C1)C(F)(F)F)F)=O)CNC)C1OCCCC1